FC1=CC=C(C=C1)C1=NN2C(CNCC2)=C1C1=CC(=NC=C1)N 4-[2-(4-fluorophenyl)-4H,5H,6H,7H-pyrazolo[1,5-a]pyrazin-3-yl]pyridin-2-amine